methyl 2-{[1-(6-methoxy-3-nitropyridin-2-yl)cyclopropyl]amino}acetate COC1=CC=C(C(=N1)C1(CC1)NCC(=O)OC)[N+](=O)[O-]